[Br-].C1(CCCC1)[C@](C(=O)O[C@@H]1C[N+](CC1)(C)C)(C1=CC=CC=C1)O (S)-3-((R)-2-cyclopentyl-2-hydroxy-2-phenylacetoxy)-1,1-dimethylpyrrolidinium bromide